NCC1CC(CCC1)CN 1,3-Bis-(aminomethyl)-cyclohexan